pentaerythritol tetrakis[3-dodecylthio propionate] C(CCCCCCCCCCC)CCC(=S)OCC(COC(CCCCCCCCCCCCCC)=S)(COC(CCCCCCCCCCCCCC)=S)COC(CCCCCCCCCCCCCC)=S